ClC1=C(C=CC(=C1)S(=O)(=O)C)[C@@H]1COCCCN1C1=NC(=NC(=C1)C)N |r| (+/-)-4-(3-(2-chloro-4-(methylsulfonyl)phenyl)-1,4-oxazepan-4-yl)-6-methylpyrimidin-2-amine